2'-fluoro adenosine-3'-phosphate P(=O)(O)(O)O[C@H]1[C@]([C@@H](O[C@@H]1CO)N1C=NC=2C(N)=NC=NC12)(O)F